2-chloro-N-(3,3-difluoropiperidin-4-yl)-6,7-dimethoxyquinazolin-4-amine ClC1=NC2=CC(=C(C=C2C(=N1)NC1C(CNCC1)(F)F)OC)OC